2-methyl-5-(1-methylvinyl)-7-oxabicyclo[4.1.0]heptane CC1C2OC2C(CC1)C(=C)C